7-chloro-4,4-difluoro-1-(4-methylbenzenesulfonyl)-2,3,4,5-tetrahydro(5-2H)-1H-1-benzoazepin-5-ol ClC=1C=CC2=C(C(C(CCN2S(=O)(=O)C2=CC=C(C=C2)C)(F)F)(O)[2H])C1